acetyl-5-methyl-4,5-dihydro-2H-spiro[furan-3,3'-indoline] C(C)(=O)N1CC2(C3=CC=CC=C13)COC(C2)C